C(\C=C\C)(=O)NC1=NN(C=C1)CC1=CC(C(=C(N1CC)C1=CC(=C(C=C1)Cl)Cl)C(=O)O)=O 6-[[3-[[(E)-but-2-enoyl]amino]pyrazol-1-yl]methyl]-2-(3,4-dichlorophenyl)-1-ethyl-4-oxo-pyridine-3-carboxylic acid